N-(1-(1-(2-(Azetidin-1-yl)pyrimidin-5-yl)ethyl)-1H-pyrazol-4-yl)-6-(3-chloro-6-(difluoromethyl)-2-fluorophenyl)pyrazine-2-carboxamide N1(CCC1)C1=NC=C(C=N1)C(C)N1N=CC(=C1)NC(=O)C1=NC(=CN=C1)C1=C(C(=CC=C1C(F)F)Cl)F